CC=1OC(=C(N1)C(C(C)(C)O)S[C@@H]1O[C@@H]([C@@H]([C@@H]([C@H]1O)N1N=NC(=C1)C1=CC(=C(C(=C1)F)F)F)O)CO)C (2S,3R,4S,5R,6R)-2-((1-(2,5-Dimethyloxazol-4-yl)-2-hydroxy-2-methylpropyl)thio)-6-(hydroxymethyl)-4-(4-(3,4,5-trifluorophenyl)-1H-1,2,3-triazol-1-yl)tetrahydro-2H-pyran-3,5-diol